CC1=CC=C(\C=C/2\C(N(C(C2)=O)C(CCCCCC[NH-])O)=O)C=C1 (E)-7-(3-(4-methylbenzylidene)-2,5-diketopyrrolidinyl)-N-hydroxyheptylamide